FC(C(=O)O)(F)F.COC1=CC(=C(C=C1OC)NC(=O)C=1OC2=CC=CC=C2C(C1)=O)C(NC1=CC=C(C=C1)CCNC)=O N-(4,5-Dimethoxy-2-((4-(2-(methylamino)ethyl)phenyl)carbamoyl)phenyl)-4-oxo-4H-chromene-2-carboxamide trifluoroacetate salt